C12CN(CC2C1)C1=CC=C(C=N1)[C@@H]1N(C[C@H](C1)O)C1=CC(=NC=N1)NC(=O)[C@@H]1[C@H](C1)C1=NC=CC(=N1)C |&1:27,28| rac-(1S,2S)-N-(6-((2R,4S)-2-(6-(3-azabicyclo[3.1.0]hex-3-yl)pyridin-3-yl)-4-hydroxypyrrolidin-1-yl)pyrimidin-4-yl)-2-(4-methylpyrimidin-2-yl)cyclopropane-1-carboxamide